[Ca].C(=O)C=O glyoxal, calcium salt